CN(C=1C2=C(N=C(N1)OC[C@H]1N(CCC1)C)CN(CC2)C2=CC=CC1=CC=CC(=C21)C)CCCN=C=NCCC N-methyl-7-(8-methylnaphthalen-1-yl)-2-(((S)-1-methylpyrrolidin-2-yl)methoxy)-N-(3-(((propylimino)methylene)amino)propyl)-5,6,7,8-tetrahydropyrido[3,4-d]pyrimidin-4-amine